CC(=O)C=O (methyl)glyoxal